(S)-3-Fluoro-2-((R)-3-methylmorpholin-4-yl)-9-oxazol-2-ylmethyl-8-trifluoromethyl-6,7,8,9-tetrahydro-pyrimido[1,2-a]-pyrimidin-4-one FC1=C(N=C2N(C1=O)CC[C@H](N2CC=2OC=CN2)C(F)(F)F)N2[C@@H](COCC2)C